pyridin-2-ylmethyl-[(3-{2-chloro-4-fluoro-5-[3-methyl-2,6-dioxo-4-(trifluoromethyl)-3,6-dihydropyrimidin-1(2H)-yl]phenoxy}pyridin-2-yl)oxy]acetate N1=C(C=CC=C1)COC(COC1=NC=CC=C1OC1=C(C=C(C(=C1)N1C(N(C(=CC1=O)C(F)(F)F)C)=O)F)Cl)=O